CNS(=O)(=O)C1=CC(=C(C=C1)NC1=CC(=CC=C1)S(F)(F)(F)(F)F)C=1N=CN(C1)C N-methyl-3-(1-methyl-1H-imidazol-4-yl)-4-((3-(Pentafluoro-λ6-sulfanyl)phenyl)amino)benzenesulfonamide